(R)-5-bromo-2-(tetrahydrofuran-3-yl)-2H-indazole-3-carboxylic acid methyl ester COC(=O)C=1N(N=C2C=CC(=CC12)Br)[C@H]1COCC1